N[C@H]1C[C@](NC1)(C(=O)O)CCCCB(O)O (2s,4s)-4-amino-2-(4-dihydroxyboryl-butyl)pyrrolidine-2-carboxylic acid